BrC=1C=C2C(=NC1N(C)C)N=C(N2C)C2=C(C=C(C=C2C)C(F)(F)F)OC 6-Bromo-2-[2-methoxy-6-methyl-4-(trifluoromethyl)phenyl]-N,N,1-trimethyl-imidazo[4,5-b]pyridin-5-amine